(4,4'-thiodiphenyl) disulfide bis(hexamethoxyphosphate) CO[P-](OC)(OC)(OC)(OC)OC.CO[P-](OC)(OC)(OC)(OC)OC.S1C2=CC=C(C=C2)SSC2=CC=C1C=C2